(1-(1-(6-(fluoromethoxy)-7-methoxyquinolin-4-yl)piperidin-4-yl)cyclopropyl)methylamine FCOC=1C=C2C(=CC=NC2=CC1OC)N1CCC(CC1)C1(CC1)CN